BrCC(CC(=O)NC1=CC(=CC=C1)Cl)=O 4-bromo-N-(3-chlorophenyl)-3-oxobutanamide